3-methyl-13-(morpholine-4-carbonyl)-9-phenyl-16-thia-2,4,5,8-tetraazatetracyclo[8.6.0.02,6.011,15]hexadeca-1(10),3,5,8,11(15)-pentaene CC=1N2C=3SC=4CC(CC4C3C(=NCC2=NN1)C1=CC=CC=C1)C(=O)N1CCOCC1